IC=1C(=NN2C1OCCCC2)C(=O)N[C@H]2COC1=CC=C(C=C1C2)C(F)(F)F (R)-3-iodo-N-(6-(trifluoromethyl)chroman-3-yl)-5,6,7,8-tetrahydropyrazolo[5,1-b][1,3]oxazepin-2-carboxamide